FC1(CC(C1)C=1C=CC(=NC1)C(NC(=O)C1N(CC(C1)F)C(CNC(N(C)C)=O)=O)C1=CC=CC=C1)F N-{[5-(3,3-difluorocyclobutyl)pyridin-2-yl](phenyl)methyl}-1-{2-[(dimethylcarbamoyl)amino]acetyl}-4-fluoropyrrolidine-2-carboxamide